undecyl 6-[dodecyl(2-hydroxyethyl)amino]hexanoate C(CCCCCCCCCCC)N(CCCCCC(=O)OCCCCCCCCCCC)CCO